6-(6-((3-ethyl-2-oxo-1,2-dihydroquinolin-7-yl)methyl)-2,6-diazaspiro[3.3]heptan-2-yl)-N-methylpyridazine-3-carboxamide C(C)C=1C(NC2=CC(=CC=C2C1)CN1CC2(CN(C2)C2=CC=C(N=N2)C(=O)NC)C1)=O